1-methyl-4H-pyrido[4,3-d][1,3]Oxazole CN1COC2C1=CC=NC2